2-bromopyridine-diamine BrC1(NC=CC=C1N)N